C[C@]12C(CCC2C[C@H](CC1=O)C(=C)C)C (3aR,6R)-3a-methyl-3-methyl-6-(prop-1-en-2-yl)octahydro-4H-inden-4-one